1-Benzyl ((1r,4r)-4-(2-(4-((6-chloro-8-cyclopentyl-7-oxo-7,8-dihydropyrido[2,3-d]pyrimidin-2-yl)amino)-3-methylphenylsulfonamido)ethoxy)cyclohexyl)(methyl)carbamate ClC1=CC2=C(N=C(N=C2)NC2=C(C=C(C=C2)S(=O)(=O)NCCOC2CCC(CC2)N(C(OCC2=CC=CC=C2)=O)C)C)N(C1=O)C1CCCC1